FC(C=1C(=NC(=NC1)NC1=C(C=C(C=C1)N1CCN(CC1)C)CC)NCCCN1C(OCCCC1)=O)F 3-(3-((5-(difluoromethyl)-2-((2-ethyl-4-(4-methylpiperazin-1-yl)phenyl)amino)pyrimidin-4-yl)amino)propyl)-1,3-oxazepan-2-one